3-(6-fluoro-3-methyl-2-(methylsulfanyl)-4-nitrophenoxy)aniline FC1=CC(=C(C(=C1OC=1C=C(N)C=CC1)SC)C)[N+](=O)[O-]